tert-butyl 4-((3-(1-(2,6-dioxopiperidin-3-yl)-3-methyl-2-oxo-2,3-dihydro-1H-benzo[d]imidazole-4-yl)prop-2-yn-1-yl)oxy)piperidine-1-carboxylate O=C1NC(CCC1N1C(N(C2=C1C=CC=C2C#CCOC2CCN(CC2)C(=O)OC(C)(C)C)C)=O)=O